2-chloro-5-(2-((3,3-difluoro-1-(hydroxymethyl)cyclobutyl)amino)-2-oxoacetyl)-N-(4-fluoro-3-methylphenyl)-1,4-dimethyl-1H-pyrrole-3-carboxamide ClC=1N(C(=C(C1C(=O)NC1=CC(=C(C=C1)F)C)C)C(C(=O)NC1(CC(C1)(F)F)CO)=O)C